((2S,5R)-5-(5-amino-7,9-difluoro-[1,2,4]triazolo[1,5-c]quinazolin-2-yl)-2-methylpiperidin-1-yl)(5-cyclopropyl-1,3,4-oxadiazol-2-yl)methanone NC1=NC=2C(=CC(=CC2C=2N1N=C(N2)[C@@H]2CC[C@@H](N(C2)C(=O)C=2OC(=NN2)C2CC2)C)F)F